N-((3S,4S)-3-((2-(2,6-dichloro-3,5-dimethoxyphenyl)-4-(7-oxa-2-azaspiro[3.5]nonan-2-yl)pyrido[3,4-d]pyrimidin-6-yl)amino)tetrahydro-2H-pyran-4-yl)acryl-amide ClC1=C(C(=C(C=C1OC)OC)Cl)C=1N=C(C2=C(N1)C=NC(=C2)N[C@@H]2COCC[C@@H]2NC(C=C)=O)N2CC1(C2)CCOCC1